COC1=NC=C(C=C1C(=O)N)NC(C(=O)N1[C@@H](CC[C@H](C1)C)C=1C=C2C(=NC1)NN=C2)=O 2-methoxy-5-[[2-[(2S,5R)-5-methyl-2-(1H-pyrazolo[3,4-b]pyridin-5-yl)-1-piperidyl]-2-oxo-acetyl]amino]pyridine-3-carboxamide